2-chloro-5-(methylmercapto)pyrimidine ClC1=NC=C(C=N1)SC